(S)-5-benzyl-2-(perfluorophenyl)-2,5,6,8-tetrahydro-[1,2,4]triazolo[3,4-c][1,4]oxazin-4-ium tetrafluoroborate F[B-](F)(F)F.C(C1=CC=CC=C1)[C@@H]1[N+]=2C(COC1)=NN(C2)C2=C(C(=C(C(=C2F)F)F)F)F